AMINO-QUINAZOLINE C1=CC=C2C(=C1)C=NC(=N2)N